o-anisyl chloride C(C=1C(=CC=CC1)OC)Cl